C(C)C1=C(C2=C(OCCO2)C=C1)N1CC(NCC1)CC 6-Ethyl-5-(3-ethylpiperazin-1-yl)-2,3-dihydro-1,4-benzodioxine